(2S)-4-[[3-[[5-[(2S)-1-tert-butoxycarbonylpyrrolidin-2-yl]-1,3,4-oxadiazol-2-yl]amino]-2,5-dimethyl-phenyl]methyl]-2-methyl-piperazine-1-carboxylic acid isopropyl ester C(C)(C)OC(=O)N1[C@H](CN(CC1)CC1=C(C(=CC(=C1)C)NC=1OC(=NN1)[C@H]1N(CCC1)C(=O)OC(C)(C)C)C)C